N-(3-acetylphenyl)-3-(2-chloro-4-fluoro-phenoxy)-6-(trifluoromethyl)pyridazine-4-carboxamide C(C)(=O)C=1C=C(C=CC1)NC(=O)C1=C(N=NC(=C1)C(F)(F)F)OC1=C(C=C(C=C1)F)Cl